ClC1=NC=C(C(=N1)NC1=CC=C(C=C1)OC1=CC=CC=C1)OC(C)C 2-chloro-5-isopropoxy-N-(4-phenoxyphenyl)pyrimidin-4-amine